C(CSCCO)O 3-Thia-1,5-pentandiol